OCC#CC1=CC2=C(N(C(N2C)=O)C2C(NC(CC2)=O)=O)C=C1 3-[5-(3-hydroxyprop-1-yn-1-yl)-3-methyl-2-oxo-2,3-dihydro-1H-1,3-benzodiazol-1-yl]piperidine-2,6-dione